[Si](C)(C)(C(C)(C)C)OC1=CC(=C(C=C1)N=C(N)C1=C(C=2N(N=C1)C=C(C2)B2OC(C(O2)(C)C)(C)C)N[C@@H]2COCC2)CC N'-[4-(tert-butyldimethylsilyl)oxy-2-ethyl-phenyl]-4-[[(3S)-tetrahydrofuran-3-yl]amino]-6-(4,4,5,5-tetramethyl-1,3,2-dioxaborolan-2-yl)pyrrolo[1,2-b]pyridazine-3-carboxamidine